ClCC(\C=C\C1=CC=C(C=C1)OC)=O (E)-1-chloro-4-(4-methoxyphenyl)-3-buten-2-one